Acetic acid N-(2-fluoro-3-trifluoromethylbenzyl) amide FC1=C(CNC(C)=O)C=CC=C1C(F)(F)F